C=1(C(=CC(=CC1)CCC(=O)O)CCC(=O)O)CCC(=O)O benzene-1,2,4-tripropionic acid